dipentaerythritol (3-mercaptopropionate) SCCC(=O)OCC(CO)(COCC(CO)(CO)CO)CO